ClC=1N(N=C2C=CC(=C(C12)Cl)C1=NNC2=NC=NC(=C21)C#N)C 3-(3,4-dichloro-2-methyl-2H-indazol-5-yl)-1H-pyrazolo[3,4-d]pyrimidine-4-carbonitrile